C1(CCC1)C1=CC=C(C=C1)N1N=C2C(C(NCC3C2=C1CCN3C(=O)OC(C)(C)C)=O)OC3CC3 tert-butyl 2-(4-cyclobutylphenyl)-9-cyclopropoxy-8-oxo-2,3,4,5a,6,7,8,9-octahydro-5H-1,2,5,7-tetraazabenzo[cd]azulene-5-carboxylate